O=C1NC(CCC1N1C(C2=CC=C(C(=C2C1)F)N1CCN(CC1)C[C@@H]1CC[C@H](CO1)CN1CCN(CC1)C(=O)OC(C)(C)C)=O)=O tert-butyl 4-[[(3S,6S)-6-[[4-[2-(2,6-dioxo-3-piperidyl)-4-fluoro-1-oxo-isoindolin-5-yl]piperazin-1-yl]methyl]tetrahydropyran-3-yl]methyl]piperazine-1-carboxylate